O=C1NC(CCC1N1C(C2=CC=CC(=C2C1)SCCCCCCC(=O)O)=O)=O 7-((2-(2,6-dioxopiperidin-3-yl)-1-oxoisoindoline-4-yl)thio)heptanoic acid